FC1=C(SC2=C1CNCC2)[S@](=O)(N)=NC(NC2=C1C(=CC=3CCCC23)CC1)=O |o1:10| (S) or (R)-3-fluoro-N'-((2,4,5,6-tetrahydro-1H-cyclobuta[f]inden-3-yl)carbamoyl)-4,5,6,7-tetrahydrothieno[3,2-c]pyridine-2-sulfonimidamide